(3E,7E)-5-methyl-1λ3,11λ3-undeca-3,7-diene CC(/C=C/C[CH2])C\C=C\CC[CH2]